[Si](C)(C)(C(C)(C)C)OC1=C(C(=C(C=C1C)O)C)C 4-((t-Butyldimethylsilyl)oxy)-2,3,5-trimethylphenol